FC1=CC=CC=2OCCNCCC=3C(=CC=C(C4=NNC5=CN=C(C12)C=C45)C3)N3CCN(CC3)C 17-fluoro-5-(4-methylpiperazin-1-yl)-12-oxa-9,20,23,24-tetraazapentacyclo[17.5.2.12,6.013,18.022,25]heptacosa-1(24),2,4,6(27),13(18),14,16,19,21,25-decaene